1-((4-(chloromethyl)phenyl)carbonyl)pyrrolidin-2-one ClCC1=CC=C(C=C1)C(=O)N1C(CCC1)=O